(S)-2-chloro-4-(1-(4-methyl-4H-1,2,4-triazol-3-yl)propan-2-yl)pyridine ClC1=NC=CC(=C1)[C@H](CC1=NN=CN1C)C